C1(CCCCC1)C(COC)(COC)CC[Si](C(C)C)(C(C)C)C(C)C 2-cyclohexyl-2-(2-triisopropylsilylethyl)-1,3-dimethoxypropane